N-(2-hydroxy-2-methylpropyl)-4-(2-(6-methylpyridin-2-yl)-6,7-dihydro-8H-pyrimido[5,4-b][1,4]oxazin-8-yl)nicotinamide silver hypobromite Br[O-].[Ag+].OC(CNC(C1=CN=CC=C1N1C2=C(OCC1)C=NC(=N2)C2=NC(=CC=C2)C)=O)(C)C